CC(C(=O)N)(C)C 2,2-di-methyl-propanamid